1-(tert-butyl)-N-(3-(7-{[(3S,4R)-3-fluoro-1-methylpiperidin-4-yl]amino}-3-(2,2,2-trifluoroethyl)pyrazolo[1,5-a]pyridin-2-yl)prop-2-yn-1-yl)-1H-pyrrole-3-carboxamide C(C)(C)(C)N1C=C(C=C1)C(=O)NCC#CC1=NN2C(C=CC=C2N[C@H]2[C@H](CN(CC2)C)F)=C1CC(F)(F)F